C1(CC1)CN1CC2=CC(=CC=C2CC1)N(C=1C=CC(N(C1)C[2H])=O)C(C([2H])[2H])C 5-((2-(cyclopropylmethyl)-1,2,3,4-tetrahydroisoquinolin-7-yl)(propan-2-yl-1,1-d2)amino)-1-(methyl-d1)pyridin-2(1H)-one